ClC1=CC=C(C=C1)CC1=NSC(=N1)OC1=CC(=C(C=C1C)N(C(=N)C)C)C N-[4-[[3-[(4-chlorophenyl)methyl]-1,2,4-thiadiazol-5-yl]oxy]-2,5-dimethyl-phenyl]-Methyl-N-methyl-formamidine